(S)-5-(1-amino-7-oxononyl)-2-(4-fluorophenyl)-1-((2-(trimethylsilyl)ethoxy)methyl)-1H-imidazole-4-carbonitrile N[C@@H](CCCCCC(CC)=O)C1=C(N=C(N1COCC[Si](C)(C)C)C1=CC=C(C=C1)F)C#N